C(C)(C)(C)OC(=O)N(CCC1=NC(=CC=C1[N+](=O)[O-])OC)CC1=C(C=CC(=C1Cl)F)NC1=C(C(=O)O)C=C(C(=C1)F)F 2-((2-(((tert-butoxycarbonyl)(2-(6-methoxy-3-nitropyridin-2-yl)ethyl)amino)methyl)-3-chloro-4-fluorophenyl)amino)-4,5-difluorobenzoic acid